2-methylpropan-2-yl {[(3R)-3-methyl-1-[5-nitro-2-(prop-2-yl) indazol-4-yl] tetrahydro-1H-pyrrol-3-yl] amino}carboxylate C[C@@]1(CN(CC1)C=1C2=CN(N=C2C=CC1[N+](=O)[O-])C(C)C)NC(=O)OC(C)(C)C